(3-fluoro-4-(4-(pyridin-3-ylamino)quinolin-6-yl)phenyl)(morpholino)methanone FC=1C=C(C=CC1C=1C=C2C(=CC=NC2=CC1)NC=1C=NC=CC1)C(=O)N1CCOCC1